N,N-dimethyl-1-(1-(2-((3-methyloxetan-3-yl)methoxy)-6-morpholinopyrimidin-4-yl)-3-phenyl-1H-pyrazol-5-yl)methanamine CN(CC1=CC(=NN1C1=NC(=NC(=C1)N1CCOCC1)OCC1(COC1)C)C1=CC=CC=C1)C